[Cl-].OC(C[N+](C)(C)C)C[N+](CCCNC(CCCCCCCCCCCCCCCCC)=O)(C)C.[Cl-] 2-hydroxy-N1,N1,N1,N3,N3-pentamethyl-N3-(3-stearamidopropyl)propane-1,3-diaminium chloride